(Z)-2-(4-dodecylphenyl)-3-(4'-(pyridin-4-yl)-[1,1'-biphenyl]-4-yl)acrylonitrile C(CCCCCCCCCCC)C1=CC=C(C=C1)/C(/C#N)=C/C1=CC=C(C=C1)C1=CC=C(C=C1)C1=CC=NC=C1